dihydroxyspiro(fluorene-9,9'-xanthene) OC1=C(C=2C3(C4=CC=CC=C4OC2C=C1)C1=CC=CC=C1C=1C=CC=CC13)O